6-[8-(1,3-benzothiazol-2-ylcarbamoyl)-3,4-dihydroisoquinolin-2(1H)-yl]-3-(1-{[(1R,2R,5R)-6,6-dimethylbicyclo[3.1.1]hept-2-yl]methyl}-5-methyl-1H-pyrazol-4-yl)pyridine-2-carboxylic acid S1C(=NC2=C1C=CC=C2)NC(=O)C=2C=CC=C1CCN(CC21)C2=CC=C(C(=N2)C(=O)O)C=2C=NN(C2C)C[C@H]2[C@@H]1C([C@H](CC2)C1)(C)C